O1C(=NC2=NC=CC=C21)C=2C=C(C=CC2)NC(=O)NCCC 1-(3-(oxazolo[4,5-b]pyridin-2-yl)phenyl)-3-propylurea